cyano-2',3'-dimethoxy-[1,1'-biphenyl]-4-carboxylic acid C(#N)C1=C(C=CC(=C1)C(=O)O)C1=C(C(=CC=C1)OC)OC